(R)-(2-methylpyrrolidin-2-yl)methanol hydrochloride Cl.C[C@]1(NCCC1)CO